FC=1C=C(C=C(C1)F)C1=NC=CC=C1C=1C=C2C=NNC2=CC1 5-[2-(3,5-Difluorophenyl)pyridin-3-yl]-1H-indazole